bis(β-methoxycarbonyl-ethyl)tin dilaurate C(CCCCCCCCCCC)(=O)[O-].C(CCCCCCCCCCC)(=O)[O-].COC(=O)CC[Sn+2]CCC(=O)OC